(6-hydroxypyrazin-2-yl)methanone OC1=CN=CC(=N1)C=O